C1=CC=CC=2C=CCC(C12)=O naphthalen-8(7H)-one